[2-(4-methoxyphenyl)ethyl]-N,6-dimethyl-4-[(1-methylcyclopropyl)amino]furo[2,3-d]pyrimidine-5-carboxamide COC1=CC=C(C=C1)CCC=1N=C(C2=C(N1)OC(=C2C(=O)NC)C)NC2(CC2)C